C1(=CC=CC=C1)N=S(C(F)(F)F)C(F)(F)F N-phenyl-bis(trifluoromethyl)sulfimide